3,4,6,7,8,9-hexahydropyrido-[2,1-c][1,2,4]thiadiazine 2,2-dioxide N=1S(CCN2C1CCCC2)(=O)=O